1-(4-(1-METHOXY-3-METHYLCYCLOBUTYL)PYRIDIN-2-YL)-N-(1-METHYL-1H-INDAZOL-7-YL)-1H-PYRAZOLE-4-SULFONAMIDE COC1(CC(C1)C)C1=CC(=NC=C1)N1N=CC(=C1)S(=O)(=O)NC=1C=CC=C2C=NN(C12)C